2-((4-(2-(5-Chloropyridin-2-yl)-2-methylbenzo[d][1,3]dioxol-4-yl)piperidin-1-yl)methyl)-4-(methoxy-d3)-1-(((S)-oxetan-2-yl)methyl)-1H-benzo[d]imidazole-6-carboxylic acid ClC=1C=CC(=NC1)C1(OC2=C(O1)C=CC=C2C2CCN(CC2)CC2=NC1=C(N2C[C@H]2OCC2)C=C(C=C1OC([2H])([2H])[2H])C(=O)O)C